ClC1=C(C=C2C=C(N=CC2=C1)NC(=O)C1C2COCC12)N1CCN(CC1)C1(COCC1O)C N-(7-chloro-6-(4-(4-hydroxy-3-methyltetrahydrofuran-3-yl)piperazin-1-yl)isoquinolin-3-yl)-3-oxabicyclo[3.1.0]hexane-6-carboxamide